C(C)(=O)N[C@H]1C(C=CC[C@@H]1NCC1=CC2=CC=CC=C2C=C1)OC(CC)CC (4R,5S)-4-acetamido-5-((naphthalen-2-ylmethyl)amino)-3-(pent-3-oxy)cyclohex-1-ene